syn-p-methylsulfonylphenylserine ethyl ester C(C)OC([C@@H](NC1=CC=C(C=C1)S(=O)(=O)C)CO)=O